methyl 2-(4'-amino-2'-fluoro-[1,1'-biphenyl]-4-yl)acetate NC1=CC(=C(C=C1)C1=CC=C(C=C1)CC(=O)OC)F